4-(1-benzyl-2-(pyridin-4-yloxy)-1H-imidazo[4,5-b]pyridin-6-yl)-3,5-dimethylisoxazole C(C1=CC=CC=C1)N1C(=NC2=NC=C(C=C21)C=2C(=NOC2C)C)OC2=CC=NC=C2